C(C(C)N(C(OC1=C(C=C(C2=CC=CC=C12)NS(=O)(=O)C1=CC=C(C=C1)OC)C1=C(C=CC2=CC=CC=C12)O)=O)C)N(C(OC(C)(C)C)=O)C tert-butyl (2-hydroxy-4'-((4-methoxyphenyl)sulfonamido)[1,2'-binaphthalen]-1'-yl) propane-1,2-diylbis(methylcarbamate)